2-[3-(6-bromo-4-methyl-3-pyridyl)-4-methyl-2-oxo-benzimidazol-1-yl]-N-(2,2,2-trifluoroethyl)acetamide BrC1=CC(=C(C=N1)N1C(N(C2=C1C(=CC=C2)C)CC(=O)NCC(F)(F)F)=O)C